C(C)C=1C=NC=CC1C=O 3-ETHYL-4-PYRIDINECARBOXALDEHYDE